S1C2=C(C=C1)C(C(C1=C2SC=C1)=O)=O benzo[2,1-b:3,4-b']dithiophene-4,5-dione